F[P-](F)(F)(F)(F)F.F[P-](F)(F)(F)(F)F.ClC1N(CCN1C)C 2-chloro-1,3-dimethylimidazolidine hexafluorophosphate hexafluorophosphate